C(CCCCCCCCCCCCCCCCC)NC(=O)C1CCC1 N-octadecylcyclobutane-1-carboxamide